3-phenylpropyl-boronic acid C1(=CC=CC=C1)CCCB(O)O